4-(3-(2-(2-(2-(2,5-dioxo-2,5-dihydro-1H-pyrrol-1-yl)ethoxy)ethoxy)ethoxy)propanamido)heptanediamide O=C1N(C(C=C1)=O)CCOCCOCCOCCC(=O)NC(CCC(=O)N)CCC(=O)N